CC(CO)(CC(CO)C)C 2,2,4-trimethylpentane-1,5-diol